S1(CCC2=C1C=CC=C2)=O 2,3-dihydrobenzo-thiophene oxide